NC1=C2C(=NC=N1)N(N=C2C2=CC=C(C=C2)OC2=CC=CC=C2)C2CCN(CC2)C(=O)N2CCC(CC2)CN2CCN(CC2)C=2C=C1C(N(C(C1=CC2)=O)C2C(NC(CC2)=O)=O)=O 5-(4-((1-(4-(4-amino-3-(4-phenoxyphenyl)-1H-pyrazolo[3,4-d]pyrimidin-1-yl)piperidine-1-carbonyl)piperidin-4-yl)methyl)piperazin-1-yl)-2-(2,6-dioxopiperidin-3-yl)isoindoline-1,3-dione